NC1=C(C(=C(C(=O)O)C=C1)C1=CC=CC=C1)C(=O)O aminophenyl-isophthalic acid